4-(1H-pyrrolyl)aniline N1(C=CC=C1)C1=CC=C(N)C=C1